4-(cyclopropylmethyl)-6-[(3R)-3-(methylamino)pyrrolidin-1-yl]Pyrimidine-2,4-diamine C1(CC1)CC1(NC(=NC(=C1)N1C[C@@H](CC1)NC)N)N